BrC=1C=C2C=CC(=NC2=CC1)C(=O)NC1=NC(=CC=C1)C1=NN=CN1C(C)C 6-bromo-N-(6-(4-isopropyl-4H-1,2,4-triazol-3-yl)pyridin-2-yl)quinoline-2-carboxamide